C(C)O/C=C/C1=CC(=NN1C1=CC=C(C=C1)C(C)C)CC(=O)OC methyl (E)-2-(5-(2-ethoxyvinyl)-1-(4-isopropylphenyl)-1H-pyrazol-3-yl)acetate